(S)-3-methoxy-4-((3-(methoxymethyl)tetrahydrofuran-3-yl)amino)-N-(5-(5-methyl-1H-pyrazol-1-yl)-1,3,4-thiadiazol-2-yl)-2-oxo-2H-pyran-6-carboxamide COC=1C(OC(=CC1N[C@]1(COCC1)COC)C(=O)NC=1SC(=NN1)N1N=CC=C1C)=O